F[C@H]1CN(CC[C@H]1NC1=CC=CN2C(=C(C=C12)C1=NOC(=N1)CNC(=O)C=1SC=C(C1)OC)SC(F)(F)F)C N-{[3-(8-{[(3S,4R)-3-fluoro-1-methylpiperidin-4-yl]amino}-3-[(trifluoromethyl)sulfanyl]indolizin-2-yl)-1,2,4-oxadiazol-5-yl]methyl}-4-methoxythiophene-2-carboxamide